4,4-Dimethylaminobenzophenon CNC1(CC=C(C(=O)C2=CC=CC=C2)C=C1)NC